ClC=1C(=NC=CC1)N1N=CC(=C1C(F)(F)F)C(=O)Cl (3-Chloropyridin-2-yl)-5-(trifluoromethyl)-1H-pyrazole-4-carbonyl chloride